OC1=C2C(=CC3(C(NC4=CC=CC(=C34)C)=O)C2=CC=C1)C1=C(C=CC=C1)O 4-hydroxy-3-(2-hydroxyphenyl)-4'-methyl-spiro[indene-1,3'-indoline]-2'-one